1-benzyl-3,5-dimethyl-4-(4,4,5,5-tetramethyl-1,3,2-dioxaborolan-2-yl)-1H-pyrazole C(C1=CC=CC=C1)N1N=C(C(=C1C)B1OC(C(O1)(C)C)(C)C)C